2-(4-methylpiperazin-1-yl)-6-nitroquinoxaline CN1CCN(CC1)C1=NC2=CC=C(C=C2N=C1)[N+](=O)[O-]